1,5-diphenylpent-2-en-1-one C1(=CC=CC=C1)C(C=CCCC1=CC=CC=C1)=O